4-methyl-2H-pyran-2,6(3H)-dione CC=1CC(OC(C1)=O)=O